4-(5-Aminobenzo[d]oxazol-2-yl)-3-fluoropyridine methyl-formate hydrochloride Cl.COC=O.NC=1C=CC2=C(N=C(O2)C2=C(C=NC=C2)F)C1